C(=C)C1=NC=CC=C1CN1C=NC=2CN(CCC21)C(=O)OC(C)(C)C Tert-Butyl 1-[(2-ethenylpyridin-3-yl)methyl]-1H,4H,5H,6H,7H-imidazo[4,5-c]pyridine-5-carboxylate